O1COC(C1)C1OCOC1 4,4'-Bi-1,3-dioxolane